C1(CC1)OC1=C(C(=O)N2CC3(C2)CC(C3)N3NC(C=C3C3=C(C=CC=C3)F)=O)C=CC(=C1)F 1-{2-(2-cyclopropoxy-4-fluorobenzoyl)-2-aza-6-spiro[3.3]heptyl}-5-(o-fluorophenyl)-1,2-dihydro-3H-pyrazol-3-one